C(C)(C)(C)C1=CC=C(C=C1)[C@H](C)NC(=O)C1=CC=C2C(=C(N(C2=C1)CC1CC1)C)CC1=CC(=C(C=C1)Cl)O (S)-N-(1-(4-(tert-butyl)phenyl)ethyl)-3-(4-chloro-3-hydroxybenzyl)-1-(cyclopropylmethyl)-2-methyl-1H-indole-6-carboxamide